CN1N=CC(=C1C)[C@H]1CN([C@H](C2=CC=CC=C12)C)C(=O)OCCC1CCCCC1 |r| 2-cyclohexylethyl rac-(1S,4S)-4-(1,5-dimethylpyrazol-4-yl)-1-methyl-3,4-dihydro-1H-isoquinoline-2-carboxylate